7-methoxy-2-methyl-N-[6-(piperazin-1-yl)pyridin-3-yl]imidazo[1,2-a]pyridine-6-carboxamide TFA Salt OC(=O)C(F)(F)F.COC1=CC=2N(C=C1C(=O)NC=1C=NC(=CC1)N1CCNCC1)C=C(N2)C